R-(+)-trans-4-(1-aminoethyl)-N-(4-pyridinyl)cyclohexanamide dihydrochloride monohydrate O.Cl.Cl.N[C@H](C)[C@@H]1CC[C@H](CC1)C(=O)NC1=CC=NC=C1